C(C)(C)C=1C(=NNC1C=1C=C(C=2N(C1)N=CN2)OC)C=2N=CC(=NC2)C2CCN(CC2)CC(=O)N(C)C 2-(4-(5-(4-isopropyl-5-(8-methoxy-[1,2,4]triazolo[1,5-a]pyridin-6-yl)-1H-pyrazol-3-yl)pyrazin-2-yl)piperidin-1-yl)-N,N-dimethylacetamide